Tert-Butyl ((7S,10S,13R,16S)-10-((adamantan-1-yl)methyl)-7-carbamoyl-13-(3-guanidinopropyl)-1,9,12,15-tetraoxo-1-phenoxy-17-phenyl-2,8,11,14-tetraazaheptadecan-16-yl)carbamate C12(CC3CC(CC(C1)C3)C2)C[C@@H](C(N[C@@H](CCCCNC(OC2=CC=CC=C2)=O)C(N)=O)=O)NC([C@H](NC([C@H](CC2=CC=CC=C2)NC(OC(C)(C)C)=O)=O)CCCNC(=N)N)=O